ClC1=CC=C(C=C1)C=1SC(=C(N1)OCC1=CC(=CC2=C1C=C(O2)C=2N=C1SC(=NN1C2)OC)OC)C 6-(4-(((2-(4-chlorophenyl)-5-methylthiazol-4-yl)oxy)methyl)-6-methoxybenzofuran-2-yl)-2-methoxyimidazo[2,1-b][1,3,4]thiadiazole